tert-butyl N-(6-bromo-2-[(6-[(4-fluorophenyl)(methyl)carbamoyl]-2-oxo-1,2-dihydropyridin-1-yl)methyl]-1H-pyrrolo[3,2-b]pyridin-5-yl)-N-[(tert-butoxy)carbonyl]carbamate BrC=1C=C2C(=NC1N(C(OC(C)(C)C)=O)C(=O)OC(C)(C)C)C=C(N2)CN2C(C=CC=C2C(N(C)C2=CC=C(C=C2)F)=O)=O